ClC=1C=2N(C=CC1S)C=CN2 8-chloroimidazo[1,2-a]pyridine-7-thiol